COC1=CC=C(OC2CCC3=C(NC2)C=CC=C3)C=C1 3-(4-methoxyphenoxy)-2,3,4,5-tetrahydro-1H-benzo[b]azepine